FC1=C(C=C(C=C1)OC)CNC(=O)C=1C(=NN(C1)CC1=CC=C(C=C1)CN1C(C=CC=C1)=O)COC N-[(2-fluoro-5-methoxyphenyl)methyl]-3-(methoxymethyl)-1-({4-[(2-oxopyridin-1-yl)methyl]phenyl}methyl)pyrazole-4-carboxamide